(S)-2-amino-N-(1-cyclobutylpiperidin-4-yl)-3-(3-fluoro-4-((3-methyl-1H-pyrrolo[2,3-b]pyridin-4-yl)oxy)phenyl)propanamide N[C@H](C(=O)NC1CCN(CC1)C1CCC1)CC1=CC(=C(C=C1)OC1=C2C(=NC=C1)NC=C2C)F